2-(4-{4-[(3S)-3-methylpiperazine-1-carbonyl]-1,3-thiazol-2-yl}-1H-pyrazol-1-yl)pyrimidine C[C@H]1CN(CCN1)C(=O)C=1N=C(SC1)C=1C=NN(C1)C1=NC=CC=N1